(1R,2S)-N-((5-chloro-6-((3-methylisoxazol-5-yl)methoxy)-1H-indol-2-yl)methyl)-2-hydroxycyclopentane-1-carboxamide ClC=1C=C2C=C(NC2=CC1OCC1=CC(=NO1)C)CNC(=O)[C@H]1[C@H](CCC1)O